(3R,4S)-3-cyclopropyl-1-[6-(6-methoxypyridin-2-yl)pyrrolo[1,2-b]pyridazin-4-yl]-4-methyl-2-oxopyrrolidine-3-carbonitrile C1(CC1)[C@]1(C(N(C[C@H]1C)C=1C=2N(N=CC1)C=C(C2)C2=NC(=CC=C2)OC)=O)C#N